N(N)=C1[C@@H]2CC[C@H](C1)N2C(=O)OC(C)(C)C |r| (±)-tert-Butyl (1S,4R)-2-Hydrazono-7-azabicyclo[2.2.1]heptane-7-carboxylate